FC=1C(=CC(=NC1)OC)C1=CC(=NN1)C(=O)N1[C@H]2CC(C[C@@H]1CC2)C(=O)NC2CCC(CC2)(C(C(F)(F)F)(F)F)O (1r,3s,5s)-8-(5-(5-fluoro-2-methoxypyridin-4-yl)-1H-pyrazole-3-carbonyl)-N-(4-hydroxy-4-(perfluoroethyl)cyclohexyl)-8-azabicyclo[3.2.1]octane-3-carboxamide